NC=1N(C(C=2C=C(C(=NC2C1C(=O)N)C#N)C)=O)C1=C(C(=CC=C1C)O)C 7-amino-2-cyano-6-(3-hydroxy-2,6-dimethylphenyl)-3-methyl-5-oxo-5,6-dihydro-1,6-naphthyridine-8-carboxamide